4,6-bis(phenanthren-9-yl)-2-(4'-cyano-biphenyl-4-yl)-benzoxazole C1=CC=CC=2C3=CC=CC=C3C(=CC12)C1=CC(=CC2=C1N=C(O2)C2=CC=C(C=C2)C2=CC=C(C=C2)C#N)C=2C1=CC=CC=C1C=1C=CC=CC1C2